C(C)(C)(C)C1=CC=C(OP(=O)(OC2=C(C(=C(C(=C2F)F)F)F)F)N[C@@H](C)C(=O)OCC(C)C)C=C1 isobutyl ((4-(tert-butyl)phenoxy)(perfluorophenoxy)phosphoryl)-L-alaninate